NC1=C(OC=C1[C@@H]1O[C@@H]([C@H]2OC(O[C@H]21)(C)C)CO[Si](C2=CC=CC=C2)(C2=CC=CC=C2)C(C)(C)C)C#N 3-amino-4-((3aS,4S,6R,6aR)-6-(((tert-butyldiphenylsilyl)oxy)methyl)-2,2-dimethyltetrahydrofuro[3,4-d][1,3]dioxol-4-yl)furan-2-carbonitrile